carbonic acid ((2R,3S,4R,5S)-5-(4-aminopyrrolo[2,1-f][1,2,4]triazin-7-yl)-2-cyano-3,4-dihydroxytetrahydrofuran-2-yl) methylpent-3-yl ester CCCC(CC)OC(O[C@]1(O[C@H]([C@@H]([C@@H]1O)O)C1=CC=C2C(=NC=NN21)N)C#N)=O